FC(C=1C=C(C=CC1)C=1N=NC=C2C1SC=C2)(F)F 7-(3-(trifluoromethyl)phenyl)thieno[2,3-d]pyridazin